ClC1=C(C=CC(=C1)Cl)\C=C(/[C@@H](C(C)(C)C)O)\N1N=CN=C1 (E)-(R)-1-(2,4-dichlorophenyl)-4,4-dimethyl-2-(1H-1,2,4-triazol-1-yl)pent-1-en-3-ol